C(C)(C)(C)OC(=O)N1C(CCCC1)C=1NC(C(=C(C1)SC)C#N)=O (5-cyano-4-(methylthio)-6-oxo-1,6-dihydropyridin-2-yl)piperidine-1-carboxylic acid tert-butyl ester